ClC=1C=C(C=CC1F)N1N=NN=C1CNC(=O)NCC1=NN=NN1C1=CC(=C(C=C1)F)Cl 1,3-bis({[1-(3-chloro-4-fluorophenyl)-1H-1,2,3,4-tetrazol-5-yl]methyl})urea